OC(CN(CCN(CC(C)O)CC(C)O)CC(C)O)C tetrakis-(2-hydroxypropyl)-ethylenediamine